CN(CC(=O)N1CCC(CC1)C=1C=C2C(=C(NC2=CC1)C=1C=C(C(N(C1)C)=O)OC)C(C)C)C 5-(5-(1-(dimethylglycyl)piperidin-4-yl)-3-isopropyl-1H-indol-2-yl)-3-methoxy-1-methylpyridin-2(1H)-one